1-hydroxyl-naphthoic acid OC1(CC=CC2=CC=CC=C12)C(=O)O